Methyl-4,5-dimethoxy-2-(4-(2-(methoxycarbonyl)benzyl)piperazine-1-carbonyl)benzoic acid methyl ester COC(C1=C(C(=C(C(=C1)OC)OC)C)C(=O)N1CCN(CC1)CC1=C(C=CC=C1)C(=O)OC)=O